ClC1=CC=C(C=C1)C(C(F)(F)F)NS(=O)(=O)C=1C=NN(C(C1F)=O)C1CC1 N-(1-(4-chlorophenyl)-2,2,2-trifluoroethyl)-1-cyclopropyl-5-fluoro-6-oxo-1,6-dihydropyridazine-4-sulfonamide